N-(1-(2-amino-6-(trifluoromethyl)pyridin-4-yl)ethyl)-6-(2-cyclopropyloxyethoxy)-7-methoxy-2-methyl-quinazolin-4-amine NC1=NC(=CC(=C1)C(C)NC1=NC(=NC2=CC(=C(C=C12)OCCOC1CC1)OC)C)C(F)(F)F